N-tris(hydroxymethyl)methyl-(tricine) OCC(N(CC(=O)O)C(CO)(CO)CO)(CO)CO